1-(4-(3-isopropyl-2-(1H-pyrazolo[3,4-b]pyridin-4-yl)-1H-indol-5-yl)piperidin-1-yl)-3-(piperidin-1-yl)propan-1-one C(C)(C)C1=C(NC2=CC=C(C=C12)C1CCN(CC1)C(CCN1CCCCC1)=O)C1=C2C(=NC=C1)NN=C2